N-(3,5-dimethoxybenzyl)pyrrolidine COC=1C=C(CN2CCCC2)C=C(C1)OC